C1(=CC=CC=C1)C1=CC=C(C=C1)CC(=O)NC1=NC=CC=C1 2-(4-Phenylphenyl)-N-(pyridin-2-yl)acetamide